3-bromo-N5-(4-chlorobenzyl)-1-(2-chloroethyl)-N2-(2-(methylthio)ethyl)-6-oxo-1,6-dihydropyridine-2,5-dicarboxamide BrC1=C(N(C(C(=C1)C(=O)NCC1=CC=C(C=C1)Cl)=O)CCCl)C(=O)NCCSC